2-methyl-N-(7,7,7-trifluoro-3-methylhept-1-en-4-yl)propane-2-sulfinamide CC(C)(C)S(=O)NC(C(C=C)C)CCC(F)(F)F